Ethyl 2-(4,5-dichloro-6-oxopyridazin-1(6H)-yl)acetate ClC=1C=NN(C(C1Cl)=O)CC(=O)OCC